N-[(1S,3R)-7-fluoro-3-hydroxy-2,3-dihydro-1H-inden-1-yl]-6-{1H-pyrrolo[2,3-b]pyridin-4-yl}pyridine-3-carboxamide FC=1C=CC=C2[C@@H](C[C@@H](C12)NC(=O)C=1C=NC(=CC1)C1=C2C(=NC=C1)NC=C2)O